CC1(C[C@@H](CN1)CCCNC(OC(C)(C)C)=O)C tert-butyl (S)-(3-(5,5-dimethylpyrrolidin-3-yl)propyl)carbamate